1-Tert-butyl 3-(1-(cyclopropylmethyl)-7-(2-ethyl-6-methylpyridin-3-yl)-5-(4-(4-fluoro-2-methoxyphenyl)piperazine-1-carbonyl)-1H-indol-2-yl)-5,6-dihydropyridine-1(2H)-carboxylate C1(CC1)CN1C(=CC2=CC(=CC(=C12)C=1C(=NC(=CC1)C)CC)C(=O)N1CCN(CC1)C1=C(C=C(C=C1)F)OC)C=1CN(CCC1)C(=O)OC(C)(C)C